BrC1=CC2=C(NCCO2)C(=C1)I 7-bromo-5-iodo-3,4-dihydro-2H-1,4-benzoxazine